ClC=1C(=C(C=CC1)CC(=O)N[C@H]1C(CCC[C@@H]1N1CCN(CC1)C(C)C)(F)F)C1CC1 2-(3-chloro-2-cyclopropylphenyl)-N-((1R,6S)-2,2-difluoro-6-(4-isopropylpiperazin-1-yl)cyclohexyl)acetamide